N-(tert-butyl)-4-(((6-(2-fluoropyridin-4-yl)-1-(3-morpholinopropyl)-1H-indazol-4-yl)amino)methyl)piperidine-1-carboxamide C(C)(C)(C)NC(=O)N1CCC(CC1)CNC1=C2C=NN(C2=CC(=C1)C1=CC(=NC=C1)F)CCCN1CCOCC1